COC(=O)C1CC(CC1)C(=O)OC Cyclopentane-1,3-dicarboxylic acid dimethyl ester